CC1=C(C(NC=C1)=O)C(=O)N 4-methyl-2-oxopyridine-3-carboxamide